4-(4-(6-acryloyl-2,6-diazaspiro[3.3]heptane-2-yl)phenyl)-6-(1-(1-cyanopiperidin-4-yl)-5-methyl-1H-1,2,3-triazol-4-yl)pyrazolo[1,5-a]pyridine-3-carbonitrile C(C=C)(=O)N1CC2(CN(C2)C2=CC=C(C=C2)C=2C=3N(C=C(C2)C=2N=NN(C2C)C2CCN(CC2)C#N)N=CC3C#N)C1